2-(3-chloro-2,5-difluoro-4-(4-hydroxy-3-isopropylbenzyl)phenoxy)-N-methylacetamide ClC=1C(=C(OCC(=O)NC)C=C(C1CC1=CC(=C(C=C1)O)C(C)C)F)F